COC(C1=CC(=C(C=C1)C=O)F)=O 3-Fluoro-4-formylbenzoic acid methyl ester